(Z)-5-(N'-hydroxycarbamimidoyl)-3-methoxypyridine-2-carboxylic acid methyl ester COC(=O)C1=NC=C(C=C1OC)/C(/N)=N/O